tert-butyl 3-[[3-[[1-(1,3-benzothiazol-2-yl)-2-(3-carbamimidoylphenyl)ethyl]sulfamoyl]phenyl]carbamoyl]azetidine-1-carboxylate S1C(=NC2=C1C=CC=C2)C(CC2=CC(=CC=C2)C(N)=N)NS(=O)(=O)C=2C=C(C=CC2)NC(=O)C2CN(C2)C(=O)OC(C)(C)C